2-((tert-Butoxycarbonyl)(1,2,3,5,6,7-hexahydro-s-indacen-4-yl)amino)oxazole C(C)(C)(C)OC(=O)N(C=1OC=CN1)C1=C2CCCC2=CC=2CCCC12